tert-butyl 2-((((methylsulfanyl)methanethioyl)oxy)methyl)-7,8-dihydro-5H-1,6-naphthyridine-6-carboxylate CSC(=S)OCC1=NC=2CCN(CC2C=C1)C(=O)OC(C)(C)C